N(=[N+]=[N-])CCCNC1=C2N=CN(C2=NC=N1)[C@@H]1O[C@@H]([C@H]([C@H]1O)O)CO (2R,3R,4S,5R)-2-(6-((3-azidopropyl)amino)-9H-purin-9-yl)-5-(hydroxymethyl)tetrahydrofuran-3,4-diol